[B+3].[Ca+2].[Ba+2].C(C)[N+]1(CCCC1)CCCCO 1-ethyl-1-(4-hydroxybutyl)pyrrolidin-1-ium barium-calcium-boron